C(#C)C1=CC=C2C=3C(=C(N(C(C13)=O)C1=CC=CC=C1)[C@H](C)NC(=O)C=1C(=NN3C1N=CC=C3)NS(N)(=O)=O)C(N2C)=O (S)-N-(1-(6-ethynyl-1-methyl-2,5-dioxo-4-phenyl-1,2,4,5-tetrahydropyrrolo[4,3,2-de]isoquinolin-3-yl)ethyl)-2-(sulfamoylamino)pyrazolo[1,5-a]pyrimidine-3-carboxamide